N1=CC(=CC2=CC=CC=C12)NC1=CC(=C(OC2CCC(CC2)N2CC(NCC2)=O)C=C1)NC1=NC=CC=N1 (1s,4s)-4-{p-[4-(3-quinolylamino)-2-pyrimidinylaminophenoxy]cyclohexyl}-2-piperazinone